N-(trans-4-methoxycyclohexyl)-5-(2-((3,3,3-trifluoropropyl)amino)-7H-pyrrolo[2,3-d]pyrimidin-5-yl)pyrazolo[1,5-a]pyridine-3-carboxamide CO[C@@H]1CC[C@H](CC1)NC(=O)C=1C=NN2C1C=C(C=C2)C2=CNC=1N=C(N=CC12)NCCC(F)(F)F